4-(6-(2-oxo-5-azabicyclo[2.2.2]oct-5-yl)-1H-pyrrolo[2,3-b]pyridin-3-yl)-N-((S)-piperidin-3-yl)-5-(trifluoromethyl)pyrimidin-2-amine O=C1C2CN(C(C1)CC2)C2=CC=C1C(=N2)NC=C1C1=NC(=NC=C1C(F)(F)F)N[C@@H]1CNCCC1